C1=CC2=C3C(=CC=C4C3=C1C(=O)OC4=O)C(=O)OC2=O 1,4,5,8-naphthalenetetracarboxylic acid anhydride